S1C2=C(C=C1)C(=CC=C2)N2CCN(CC2)CCCCOC2=CC=C1CCC(N(C1=C2)COC(CC\C=C/C\C=C/C\C=C/C\C=C/C\C=C/C\C=C/CC)=O)=O (4Z,7Z,10Z,13Z,16Z,19Z)-Docosa-4,7,10,13,16,19-hexaenoic acid 7-[4-(4-benzo[b]thiophen-4-ylpiperazin-1-yl)butoxy]-2-oxo-3,4-dihydro-2H-quinolin-1-ylmethyl ester